N1=CC(=CC2=CC=CC=C12)C=CC(=O)N 3-(quinolin-3-yl)acrylamide